N-methyl-tert-butoxycarbohydrazide CN(NC(=O)NN)OC(C)(C)C